OC12C#CC=CC#CC(C(=CCC1)C2=O)O 1,8-dihydroxy-bicyclo[7.3.1]Tridecane-4,9-diene-2,6-diyne-13-one